tert-Butyl N-[4-cyano-1-[[4-(3-cyanophenyl)-5-(2,6-dimethyl-4-pyridyl)thiazol-2-yl]carbamoyl]-4-piperidyl]carbamate C(#N)C1(CCN(CC1)C(NC=1SC(=C(N1)C1=CC(=CC=C1)C#N)C1=CC(=NC(=C1)C)C)=O)NC(OC(C)(C)C)=O